3-methyl-3'-(dimethylphosphoryl)-2,2'-bipyridine CC=1C(=NC=CC1)C1=NC=CC=C1P(=O)(C)C